[C].C1=2C(=O)NNC(C1=CC=CC2)=O phthalhydrazide carbon